cyclohexylpropylpotassium trifluoroborate salt B(F)(F)F.C1(CCCCC1)CCC[K]